C(C)(C)(C)OC(=O)N1CCN(CC1)CC1CCN(CC1)C1=CC=C(C=C1)C=1C=NN(C1)COCC[Si](C)(C)C 4-((1-(4-(1-((2-(trimethylsilyl)ethoxy)methyl)-1H-pyrazol-4-yl)phenyl)piperidine-4-yl)methyl)piperazine-1-carboxylic acid tert-butyl ester